FC1=C(CN(C=2C3=C(N=CN2)NC(=C3)C3=CC=C(C=C3)CN3CCOCC3)C)C(=CC=C1)F N-(2,6-Difluorobenzyl)-N-methyl-6-(4-(morpholinomethyl)phenyl)-7H-pyrrolo[2,3-d]pyrimidin-4-amine